2-[4-[4-[[3-[4-(difluoromethoxy)phenyl]imidazo[1,2-a]pyrazin-8-yl]amino]-2-methylbenzoyl]piperazin-1-yl]-N,N-dimethylacetamide FC(OC1=CC=C(C=C1)C1=CN=C2N1C=CN=C2NC2=CC(=C(C(=O)N1CCN(CC1)CC(=O)N(C)C)C=C2)C)F